C1(CC1)C1=NC=NC(=C1C=1N=CC2=C(N1)C(=CN2)CC2=CC=C(C=C2)C=2N(C=C(N2)C(F)(F)F)C)OC 2-(4-cyclopropyl-6-methoxy-pyrimidin-5-yl)-7-[[4-[1-methyl-4-(trifluoromethyl)imidazol-2-yl]phenyl]methyl]-5H-pyrrolo[3,2-d]pyrimidine